CN(C(CN(C(OC(C)(C)C)=O)C1(CC1)C(F)(F)F)=O)CC(NC=1SC2=C(N1)C=CC(=C2)OC(F)(F)F)=O tert-Butyl (2-(methyl(2-oxo-2-((6-(trifluoromethoxy)benzo[d]thiazol-2-yl)amino)ethyl)amino)-2-oxoethyl)(1-(trifluoromethyl)cyclopropyl)carbamate